C(N)(=O)C=1C=C(C=CC1F)NC(=O)[C@@H]1O[C@]([C@@H]([C@@H]1C1=C(C=C(C=C1)F)OC(F)F)C)(C(F)(F)F)C (2R,3R,4R,5R)-N-(3-carbamoyl-4-fluoro-phenyl)-3-[2-(difluoromethoxy)-4-fluoro-phenyl]-4,5-dimethyl-5-(trifluoromethyl)tetrahydrofuran-2-carboxamide